3-CHLOROPYRIDIN ClC=1C=NC=CC1